(2R,3'R)-4,4-difluoro-N-(3-(2-((3-methoxy-1-methyl-1H-pyrazol-4-yl)amino)pyrimidin-4-yl)-1H-indol-7-yl)-1'-meth-yl-[1,3'-bipyrrolidine]-2-carboxamide FC1(C[C@@H](N(C1)[C@H]1CN(CC1)C)C(=O)NC=1C=CC=C2C(=CNC12)C1=NC(=NC=C1)NC=1C(=NN(C1)C)OC)F